4-(diphenylamino)phenyl-boric acid C1(=CC=CC=C1)N(C1=CC=C(C=C1)OB(O)O)C1=CC=CC=C1